(3S)-1-(4,5-dichloro-1H-indole-2-carbonyl)pyrrolidine-3-carboxamide ClC1=C2C=C(NC2=CC=C1Cl)C(=O)N1C[C@H](CC1)C(=O)N